(hydroxymethyl)-4-methoxy-7-phenyl-5,6,7,7a-tetrahydro-4bH-cyclopenta[4,5]furo[2,3-c]pyridin-4b-ol OCC1=NC=C(C2=C1OC1C2(CCC1C1=CC=CC=C1)O)OC